(S)-8'-chloro-8-(difluoromethoxy)-6-(trifluoromethyl)-2',3'-dihydro-3H-spiro[imidazo[1,2-a]pyridine-2,4'-pyrano[2,3-c]pyridine] ClC=1N=CC=C2C1OCC[C@]21N=C2N(C=C(C=C2OC(F)F)C(F)(F)F)C1